OCC1=NC(=CC=C1)CO 2,6-bis(hydroxymethyl)pyridine